N-(3-(2-chloro-5-fluorophenyl)-1-oxo-2,3-dihydro-1H-pyrrolo[3,4-f]quinolin-4-yl)-3-Hydroxy-3-(Trifluoromethyl)indole-2,2-d2-1-formamide ClC1=C(C=C(C=C1)F)C1NC(C2=C3C=CC=NC3=CC(=C21)NC(=O)N2C(C(C1=CC=CC=C21)(C(F)(F)F)O)([2H])[2H])=O